ClC=1C=C(C=NC1)NCC1=CC(=C(C(=C1)O)N1CC(NS1(=O)=O)=O)F 5-(4-(((5-chloropyridin-3-yl)amino)methyl)-2-fluoro-6-hydroxyphenyl)-1,2,5-thiadiazolidin-3-one 1,1-dioxide